10-chloro-4-(9,9-dimethyl-9H-fluoren-2-yl)-8-oxatricyclo[7.4.0.02,7]trideca-1(9),2,4,6,10,12-hexaene ClC=1C=2OC3=CC=C(C=C3C2C=CC1)C1=CC=2C(C3=CC=CC=C3C2C=C1)(C)C